3-(hydroxymethyl)bicyclo[1.1.1]pentane-1-carboxylic acid methyl ester COC(=O)C12CC(C1)(C2)CO